2,4-dibromo-5-chlorobenzoic acid BrC1=C(C(=O)O)C=C(C(=C1)Br)Cl